4,6-dichloro-2-methylpyrimidin-5-amine ClC1=NC(=NC(=C1N)Cl)C